4-(4-((1R,2S,4S)-2-Amino-4-carboxycyclopentyl)phenyl)-7-(4-(trifluoromethyl)phenyl)-2-naphthoic acid N[C@@H]1[C@H](C[C@@H](C1)C(=O)O)C1=CC=C(C=C1)C1=CC(=CC2=CC(=CC=C12)C1=CC=C(C=C1)C(F)(F)F)C(=O)O